(S)-6-(1-(1H-indol-5-yl)ethoxy)-3-isopropylpyrimidine-2,4(1H,3H)-dione N1C=CC2=CC(=CC=C12)[C@H](C)OC1=CC(N(C(N1)=O)C(C)C)=O